C(C)OC(=C)C1=C(C(=NN(C1=O)CC(=O)OCC)C(C)C)OCC(C)C ethyl 2-(5-(1-ethoxyvinyl)-4-isobutoxy-3-isopropyl-6-oxopyridazin-1(6H)-yl)acetate